C(C)C=1C=C(C=CC1)S(=O)(=O)O m-ethyl-benzenesulphonic acid